8-(2,4-dichlorophenyl)-9-(4-((1-(3,3,3-trifluoropropyl)azetidin-3-yl)methyl)phenyl)-6,7-dihydro-5H-benzo[7]annulene-3-carboxylic acid ClC1=C(C=CC(=C1)Cl)C=1CCCC2=C(C1C1=CC=C(C=C1)CC1CN(C1)CCC(F)(F)F)C=CC(=C2)C(=O)O